((2R,3S,4R,5S)-5-(4-aminopyrrolo[2,1-f][1,2,4]triazin-7-yl)-2-cyano-3,4-dihydroxytetrahydrofuran-2-yl)methyl pentyl carbonate C(OC[C@]1(O[C@H]([C@@H]([C@@H]1O)O)C1=CC=C2C(=NC=NN21)N)C#N)(OCCCCC)=O